N1=NNC(C(=C1)C=O)=O triazinonyl-formaldehyde